6-fluoro-N-methyl-5-(4-(1-(5-methyl-6-oxo-1,6-dihydropyrazin-2-yl)pyrrolidin-3-yl)piperazin-1-yl)picolinamide FC1=C(C=CC(=N1)C(=O)NC)N1CCN(CC1)C1CN(CC1)C=1NC(C(=NC1)C)=O